C1(CCC1)N1N=C(C(=C1NC(=O)NCC(F)(F)F)C)C1CC(C1)(F)F 1-(1-cyclobutyl-3-(3,3-difluorocyclobutyl)-4-methyl-1H-pyrazol-5-yl)-3-(2,2,2-trifluoroethyl)urea